[4,4'-bis(1,1-dimethylethyl)-2,2'-bipyridine] nickel(II) dichloride tetrahydrate O.O.O.O.[Ni](Cl)Cl.CC(C)(C)C1=CC(=NC=C1)C1=NC=CC(=C1)C(C)(C)C